2-(5-(4-methoxybenzylamino)-2-nitrophenyl)-N,N-dimethylacetamide COC1=CC=C(CNC=2C=CC(=C(C2)CC(=O)N(C)C)[N+](=O)[O-])C=C1